N1(CCNCC1)C1=CC=C(C=N1)NC1=NC2=C(C=CC=C2C=N1)C1=NC=CC(=C1)NC(C)=O N-(2-(2-((6-(piperazin-1-yl)pyridin-3-yl)amino)quinazolin-8-yl)pyridin-4-yl)acetamide